2-[(4-amino-6-chloropyridazin-3-yl)oxy]ethan-1-ol tert-butyl-4-[3-(2,6-dioxo-3-piperidyl)-1-methyl-indazol-7-yl]piperidine-1-carboxylate C(C)(C)(C)C1N(CCC(C1)C=1C=CC=C2C(=NN(C12)C)C1C(NC(CC1)=O)=O)C(=O)OCCOC=1N=NC(=CC1N)Cl